p-nitrophenyl fluoroacetate FCC(=O)OC1=CC=C(C=C1)[N+](=O)[O-]